phenyl-boronic acid methyl-iminodiacetate COC(CNCC(=O)O)=O.C1(=CC=CC=C1)B(O)O